METHYL (1S,5'E,12'S)-6-CHLORO-12'-HYDROXY-9'-METHYL-10'-OXO-3,4-DIHYDRO-2H-SPIRO[NAPHTHALENE-1,19'-[17]OXA[1,9]DIAZATRICYCLO[11.7.2.016,21]DOCOSA[5,13,15,21]TETRAENE]-12'-CARBOXYLATE ClC=1C=C2CCC[C@]3(COC4=CC=C5[C@@](CC(N(CC/C=C/CCCN(C3)C4=C5)C)=O)(C(=O)OC)O)C2=CC1